ClC1=CC=2C(C=3N=C(N=CC3C2C=C1)C(F)(F)F)=O 7-chloro-2-(trifluoromethyl)-9H-indeno[2,1-d]Pyrimidine-9-one